2,7-dimethyl-3-{[4-(trifluoromethyl)phenyl]methyl}naphthalene-1,4-dione CC=1C(C2=CC(=CC=C2C(C1CC1=CC=C(C=C1)C(F)(F)F)=O)C)=O